CN1C2=C(NC(C13CCOCC3)=O)C=NC3=C2C=CN3 methyl-2,3,4',5,6,7'-hexahydrospiro[pyran-4,2'-pyrrolo[3',2':5,6]pyrido[3,4-b]pyrazin]-3'(1'h)-one